C(C)(C)ON=C(C)C1=C(N=NC(=C1)Cl)OC 1-(6-chloro-3-methoxypyridazin-4-yl)ethan-1-one O-isopropyl oxime